1,4-diisocyanato-2,3-difluorobutane N(=C=O)CC(C(CN=C=O)F)F